OC1=C2C(C=C(OC2=CC(=C1CC=C(C)C)O)C)=O 5,7-Dihydroxy-2-methyl-6-(3-methylbut-2-enyl)chromen-4-one